6-((7-hydroxy-5-((methoxycarbonyl)amino)-1H-pyrazolo[4,3-d]Pyrimidin-1-yl)methyl)-5-methoxynicotinic acid ethyl ester C(C)OC(C1=CN=C(C(=C1)OC)CN1N=CC=2N=C(N=C(C21)O)NC(=O)OC)=O